FC=1C=CC2=C([C@H](NC3=NC4=C(C(NC[C@@H](CO2)O)=O)C=NN4C=C3)C)C1 (7S,14R)-12-fluoro-7-hydroxy-14-methyl-5,6,7,8,14,15-hexahydro-4H-1,16-ethenopyrazolo[4,3-g][1,5,9,11]benzoxatriazacyclotetradecin-4-one